phenyltris(butoxy)silane C1(=CC=CC=C1)[Si](OCCCC)(OCCCC)OCCCC